Cl.CN1N=C2C=NC(=CC2=C1)[C@@H](C)N (R)-1-(2-methyl-2H-pyrazolo[3,4-c]pyridin-5-yl)ethan-1-amine hydrochloride